C1N(CCC2=CC=CC=C12)C(C)=O 3,4-DIHYDROISOQUINOLIN-2(1H)-YL-ETHAN-1-ONE